OC(CNC(C)=O)(C)C N-(2-hydroxy-2-methylpropyl)acetamide